C(C(C)(C)C)(=O)C1=CC(=CC(=C1)C(C(C)(C)C)=O)C(C(C)(C)C)=O 1,3,5-trineopentanoylbenzene